5-[4-amino-5-(trifluoromethyl)pyrrolo[2,1-f][1,2,4]triazin-7-yl]-N-[(3R,4S)-4-fluoro-1-{[2-(trifluoromethyl)phenyl]methanesulfonyl}pyrrolidin-3-yl]-2-methoxypyridine-3-carboxamide NC1=NC=NN2C1=C(C=C2C=2C=C(C(=NC2)OC)C(=O)N[C@@H]2CN(C[C@@H]2F)S(=O)(=O)CC2=C(C=CC=C2)C(F)(F)F)C(F)(F)F